COC=1C=C2C(C(=CNC2=C(C1)F)C(=O)O)=O 6-methoxy-8-fluoro-1,4-dihydro-4-oxo-3-quinolinecarboxylic acid